tert-butyl ((1R,3R)-7-bromo-1-(2-chloro-6-(trifluoromethoxy)phenyl)-6-fluoro-2,3-dihydro-1H-benzo[d]pyrrolo[1,2-a]imidazole-3-yl)carbamate BrC1=CC2=C(N=C3N2[C@H](C[C@H]3NC(OC(C)(C)C)=O)C3=C(C=CC=C3OC(F)(F)F)Cl)C=C1F